C(C(=O)NCC(=O)NCC(=O)O)N Triglycine